α-[[(3-Fluorocyclobutyl)amino]methyl]-3-pyridinemethanol FC1CC(C1)NCC(O)C=1C=NC=CC1